Nepsilon-2-decyltetradecyloxycarbonyl-L-lysine CC(CCCCCCCC)NCCCC[C@H](NC(=O)OCCCCCCCCCCCCCC)C(=O)O